(S)-N-(5-(4-methoxyphenyl)isoxazol-3-yl)-4-methyl-2-(4-methylphenylsulfonyl)pentanamide methyl-(1r,2s,3s,6r,7s)-4-azatricyclo[5.2.1.0{2,6}]dec-8-ene-3-carboxylate hydrochloride Cl.COC(=O)[C@@H]1[C@H]2[C@H]3C=C[C@@H]([C@H]2CN1)C3.COC3=CC=C(C=C3)C3=CC(=NO3)NC([C@H](CC(C)C)S(=O)(=O)C3=CC=C(C=C3)C)=O